N[C@H](C(=O)O)CCC1=C(C=C(C=C1F)F)F (2S)-2-amino-4-(2,4,6-trifluorophenyl)butanoic acid